2,5-dichloro-N-(2,4-difluoro-3-(2-(((1r,4r)-4-hydroxycyclohexyl)amino)quinazolin-6-yl)phenyl)benzenesulfonamide ClC1=C(C=C(C=C1)Cl)S(=O)(=O)NC1=C(C(=C(C=C1)F)C=1C=C2C=NC(=NC2=CC1)NC1CCC(CC1)O)F